C[C@@H]1N(CCOC1CC1=C(N=C2N1C=CC(=C2)C)C2=C(C=C(C=C2F)C=2SC(=CC2)C#N)F)C(=O)O.C2(=CC=CC=C2)CCCN[C@@H](CCCCN)C(=O)O phenylpropyl-lysine methyl-(S)-2-((2-(4-(5-cyanothiophen-2-yl)-2,6-difluorophenyl)-7-methylimidazo[1,2-a]pyridin-3-yl)methyl)morpholine-4-carboxylate